1-(4-(2-chlorophenyl)-3,4-dihydroquinoxalin-1(2H)-yl)-3-(piperidin-1-yl)propan ClC1=C(C=CC=C1)N1CCN(C2=CC=CC=C12)CCCN1CCCCC1